COC=1C(=C2C=CN(C2=C(C1)C)C(=O)OC(C)(C)C)CN1[C@@H](C[C@H](CC1)OCCOC)C1=CC=C(C=C1)C(=O)OCCOC Tert-butyl 5-methoxy-4-{[(2S,4S)-4-(2-methoxyethoxy)-2-(4-[(2-methoxyethoxy) carbonyl]phenyl)piperidin-1-yl]methyl}-7-methyl-1H-indole-1-carboxylate